CS(=O)(=O)[O-].C(C)[C@]1(C(OCC=2C(N3CC=4C(=NC=5C=C(C(=C6C5C4[C@H](CC6)[NH3+])C)F)C3=CC21)=O)=O)O (1S,9S)-9-ethyl-5-fluoro-9-hydroxy-4-methyl-10,13-dioxo-2,3,9,10,13,15-hexahydro-1H,12H-benzo[de]pyrano[3',4':6,7]indolizino[1,2-b]quinolin-1-aminium methanesulfonate